CC1=C(C=C(C=C1)O)C1=NC=CC(=N1)NC1=NC(=NC=C1)NC1=CC=C(C=C1)N1CCC(CC1)N1CCN(CC1)C 4-methyl-3-(4-((2-((4-(4-(4-methylpiperazin-1-yl)piperidin-1-yl)phenyl)amino)pyrimidin-4-yl)amino)pyrimidin-2-yl)phenol